C(C)N(C(OCCCCC)=O)CC pentyl N,N-diethylcarbamate